5,7-difluoro-4-methoxy-1,3-benzothiazol-2-amine hydrobromide Br.FC=1C=C(C2=C(N=C(S2)N)C1OC)F